8-isopentylquinoxaline-5-carboxylic acid C(CC(C)C)C1=CC=C(C=2N=CC=NC12)C(=O)O